2'-(2-(2-Hydroxy-prop-2-yl)pyrimidin-5-yl)-2,3,6',8'-tetrahydrospiro[indene-1,9'-pyrido[3',2':4,5]imidazo[2,1-c][1,4]oxazin]-3-ol OC(C)(C)C1=NC=C(C=N1)C=1C=CC=2N=C3COCC4(N3C2N1)CC(C1=CC=CC=C14)O